Cl.Cl.N1=C(NCC2=CC=CC=C12)SCC=1N2C(SC1)=NC(C2)(C)C 3-(((3,4-dihydroquinazolin-2-yl)thio)methyl)-6,6-dimethyl-5,6-dihydroimidazo[2,1-b]Thiazole dihydrochloride